O1C(CCCC1)CO (Tetrahydro-2H-pyran-2-yl)methanol